N-(4-methoxyphenyl)-3-methyl-but-2-enamide COC1=CC=C(C=C1)NC(C=C(C)C)=O